N1CC(C1)CNC1=NC=CC(=N1)N1CCOCC1 N-(azetidin-3-ylmethyl)-4-morpholinopyrimidin-2-amine